[Na].[Na].C(CCCC#C)(=O)N([C@@H](C(C)C)C(=O)O)C(CCCC#C)=O bis-(5-hexynoyl)valine disodium